FC1=C(C=C(C(=C1)F)C1=NC=NC2=CC(=CC=C12)N1CCOCC1)C(O)C1=NC=C(N=C1C)C [2,4-Difluoro-5-(7-morpholin-4-yl-quinazolin-4-yl)-phenyl]-(3,5-dimethyl-pyrazin-2-yl)methanol